1H-benzo[d]imidazol-5-yl 4-nitrobenzoate [N+](=O)([O-])C1=CC=C(C(=O)OC2=CC3=C(NC=N3)C=C2)C=C1